4-(1-(1-(5-fluoropyrimidin-2-yl)piperidine-4-carbonyl)-4,5-dihydro-1H-pyrazol-5-yl)benzonitrile FC=1C=NC(=NC1)N1CCC(CC1)C(=O)N1N=CCC1C1=CC=C(C#N)C=C1